[I-].C(C(=C)C)(=O)OC(CCCCCCCC)C(CCCCCCCC(=O)OC)N1C=[N+](C=C1)CC1=CC=CC=C1 1-(9-(Methacryloyloxy)-18-methoxy-18-oxo-octadecan-10-yl)-3-benzyl-1H-imidazolium iodide